2-(Pyridin-2-yl)-5-(4,4,5,5-tetramethyl-1,3,2-dioxaborolan-2-yl)benzo[d]thiazole N1=C(C=CC=C1)C=1SC2=C(N1)C=C(C=C2)B2OC(C(O2)(C)C)(C)C